N1=CN=C(C2=C1NC=C2)C2=CN(C=C2)C2(CN(C2)S(=O)(=O)CC2CC2)CC#N 2-(3-(3-(7H-pyrrolo[2,3-d]pyrimidin-4-yl)-1H-pyrrol-1-yl)-1-((cyclopropylmethyl)sulfonyl)azetidin-3-yl)acetonitrile